ClC1=C(C=[N+](C=C1OC)[O-])F 4-chloro-3-fluoro-5-methoxy-1-oxido-pyridin-1-ium